C(=C)SCC 1-(vinylthio)ethane